(6S,8R)-6-(5-bromopyridin-2-yl)-8-methyl-3-(tetrahydro-2H-pyran-2-yl)-7-(2,2,2-trifluoroethyl)-6,7,8,9-tetrahydro-3H-pyrazolo[4,3-f]isoquinoline BrC=1C=CC(=NC1)[C@H]1N([C@@H](CC2=C3C(=CC=C12)N(N=C3)C3OCCCC3)C)CC(F)(F)F